(S)-(+)-3,3'-bis(triphenylsilyl)-1,1'-binaphthyl-2,2'-diyl hydrogen phosphate C1=CC=C(C=C1)[Si](C2=CC=CC=C2)(C3=CC=CC=C3)C4=CC5=CC=CC=C5C6=C4OP(=O)(OC7=C6C8=CC=CC=C8C=C7[Si](C9=CC=CC=C9)(C1=CC=CC=C1)C1=CC=CC=C1)O